(acetoxy)-4-methoxypicolinic acid C(C)(=O)OC=1C(=NC=CC1OC)C(=O)O